[NH+]1=NC=C2C=CC3=CC=CC4=CC=C1C2=C34 Diazapyrenium